C(C)OC(CCC1NC(CC1)=O)=O 3-(5-Oxopyrrolidin-2-yl)propionic acid ethyl ester